C(C)N(C(C(F)(F)F)=O)C[C@@H](C)O N-ethyl-2,2,2-trifluoro-N-[(2R)-2-hydroxypropyl]acetamide